FC1=C(OC=2N=CC(=NC2)NC([C@H](C)N2C[C@@H](C(CC2)(F)F)C2=CC=[N+](C=C2)[O-])=O)C(=CC=C1)F 4-((S)-1-((s)-1-((5-(2,6-difluorophenoxy)pyrazin-2-yl)amino)-1-oxopropan-2-yl)-4,4-difluoropiperidin-3-yl)pyridine 1-oxide